[Ca].[O] oxygen calcium